C=1N=CN2C1C1=CC=CC=C1[C@@H]2[C@@H]2[C@H](C1=CC=CC=C1CC2)O (1R,2R)-2-((S)-5H-imidazo[5,1-a]isoindol-5-yl)-1,2,3,4-tetrahydronaphthalen-1-ol